C(CCCCCCC\C=C/CCCC)(=O)OCCCCCCCCCCCCCCCCCCCCCCCCCC(=O)O 26-myristoleoyloxy-hexacosanoic acid